COC(C1=CC(=C(C=C1)C)CN)=O.C(C)(C)(C)P(CCP(C(C)(C)C)C(C)(C)C)C(C)(C)C 1,2-bis(di-t-butylphosphino)ethane Methyl-3-(aminomethyl)-4-methylbenzoate